ethylene furancarboxylate O1C(=CC=C1)C(=O)O.C=C